benzyl N-(2-formyl-4-pyridyl)carbamate C(=O)C1=NC=CC(=C1)NC(OCC1=CC=CC=C1)=O